(E)-3-(3,5-dimethoxyphenyl)-1-(1-(4-(dimethylamino)but-2-enoyl)-piperidin-4-yl)-7-((4-morpholinophenyl)amino)-3,4-dihydropyrimido[4,5-d]-pyrimidin-2(1H)-one COC=1C=C(C=C(C1)OC)N1C(N(C2=NC(=NC=C2C1)NC1=CC=C(C=C1)N1CCOCC1)C1CCN(CC1)C(\C=C\CN(C)C)=O)=O